(E)-3-(4-chlorophenyl)-1-(2,2-dimethyl-2,3-dihydrobenzofuran-5-yl)-2-(trifluoromethyl)prop-2-en-1-one ClC1=CC=C(C=C1)/C=C(\C(=O)C=1C=CC2=C(CC(O2)(C)C)C1)/C(F)(F)F